cadmium naphthalate C1(=CC=CC2=CC=CC=C12)C(=O)[O-].[Cd+2].C1(=CC=CC2=CC=CC=C12)C(=O)[O-]